ClC1=C(COC=2C(=NC=C(C2)C2=C3C=CNC3=CC=C2)N)C(=CC=C1)Cl 3-(2,6-dichloro-benzyloxy)-5-(1H-indol-4-yl)-pyridin-2-ylamine